[2-(2-fluoro-4-nitrophenoxy)ethoxy]ethane-1-ol FC1=C(OCCOC(C)O)C=CC(=C1)[N+](=O)[O-]